1-Cyclopropyl-N-((4-isopropyl-2-methyl-1-(pyridin-4-yl)-1H-imidazol-5-yl)carbamoyl)-1H-pyrazole-3-sulfonamide C1(CC1)N1N=C(C=C1)S(=O)(=O)NC(NC1=C(N=C(N1C1=CC=NC=C1)C)C(C)C)=O